N-(3-(6-methoxypyridazin-3-yl)benzylidene)-2-methylpropane-2-sulfinamide COC1=CC=C(N=N1)C=1C=C(C=NS(=O)C(C)(C)C)C=CC1